2-morpholineacetamide N1CC(OCC1)CC(=O)N